OCCOCCOCCOCCOCCNS(=O)(=O)C1=CC=C(C=C1)[N+](=O)[O-] N-[2-[2-[2-[2-(2-hydroxyethoxy)ethoxy]ethoxy]ethoxy]ethyl]-4-nitro-benzenesulfonamide